SCCS(=O)(=O)[O-] 2-mercaptoethanesulphonate